BrC1=CC=C2CCN(C2=C1)C(CN1[C@H](CN[C@@H](C1)C)C(C)C)=O 1-(6-Bromo-2,3-dihydro-indol-1-yl)-2-((2s,5R)-2-isopropyl-5-methyl-piperazin-1-yl)-ethanone